[N].NC1=NC2=C(C=CC=N2)N1 amino-imidazopyridine nitrogen